O[C@@H](C(=O)[O-])[C@](CC)(C)O (2R,3R)-2,3-dihydroxy-3-methylvalerate